C(C)(=O)OC1C(C(C1(C)C)OC(C)=O)(C)C 2,2,4,4-tetramethylcyclobutane-1,3-diol diacetate